C(CCC)C1=NN(C(=C1O)CCC)CC 3-n-Butyl-1-ethyl-4-hydroxy-5-n-propyl-pyrazol